α,ε-diaminohexanoic acid NC(C(=O)O)CCCCN